COC(CO)(CC)C 2-methoxy-2-methylbutanol